5-[4-Amino-5-(trifluoromethyl)pyrrolo[2,1-f][1,2,4]triazin-7-yl]-2-ethoxy-N-[(3R,4S)-4-fluoro-1-(3-methylbutanoyl)pyrrolidin-3-yl]benzamid NC1=NC=NN2C1=C(C=C2C=2C=CC(=C(C(=O)N[C@@H]1CN(C[C@@H]1F)C(CC(C)C)=O)C2)OCC)C(F)(F)F